2-((1r,2r)-2-amino-4,4-dimethylcyclohexyl)-3-bromo-5-chloro-N-(thiophen-2-ylmethyl)thieno[3,2-b]pyridin-7-amine N[C@H]1[C@@H](CCC(C1)(C)C)C1=C(C2=NC(=CC(=C2S1)NCC=1SC=CC1)Cl)Br